ClC1=CC=C(C(=O)C2=C(N(C3=CC(=CC=C23)C(C)C)CC2CCC2)CC(C(=O)OC)(C)C)C=C1 methyl 3-(3-(4-chlorobenzoyl)-1-(cyclobutylmethyl)-6-isopropyl-1H-indol-2-yl)-2,2-dimethylpropionate